[Na+].C(CC(=O)[O-])(=O)[O-].[Na+] propanedioate sodium salt